n-methylcyclohexylaminosilane CN(C1CCCCC1)[SiH3]